NC1=C(C=C2CCN(CC2=C1)C(=O)OC(C)(C)C)OC tert-butyl 7-Amino-6-methoxy-1,2,3,4-tetrahydroisoquinoline-2-carboxylate